N-((1r,4r)-4-(4-cyclopropylpiperazin-1-yl)cyclohexyl)-1-isobutyl-3-methyl-1H-thieno[2,3-c]pyrazole-5-carboxamide C1(CC1)N1CCN(CC1)C1CCC(CC1)NC(=O)C1=CC2=C(N(N=C2C)CC(C)C)S1